(R)-N1-cyclopropyl-N1-methyl-4-(phenylthio)butane-1,3-diamine hydrochloride Cl.C1(CC1)N(CC[C@H](CSC1=CC=CC=C1)N)C